BrC=1C(=NC=C(C1Cl)Br)C 3,5-dibromo-4-chloro-2-methylpyridine